[4-[(1S)-4-amino-3-(difluoromethyl)pyrazol-1-yl]cyclohexyl]methanol NC=1C(=NN(C1)C1CCC(CC1)CO)C(F)F